NC1=C(C=C(C=N1)C1=CC=C(C=C1)C(=O)N1CCC(CC1)N1CCCC1)OC(C)C1=C(C=CC=C1F)Cl (4-{6-amino-5-[1-(2-chloro-6-fluoro-phenyl)-ethoxy]-pyridin-3-yl}-phenyl)-(4-pyrrolidin-1-yl-piperidin-1-yl)-methanone